(5-(4-(4-cyanophenyl)piperidine-1-carbonyl)-2,4-dimethylphenyl)-N,N-dimethyl-4H-1,2,4-triazole-3-carboxamide C(#N)C1=CC=C(C=C1)C1CCN(CC1)C(=O)C=1C(=CC(=C(C1)N1C(=NN=C1)C(=O)N(C)C)C)C